NC(C(C(CC1C(NCC1)=O)NC(C(CC1CCCCC1)NC(OC(CC1=CC(=CC=C1)Cl)C1=CC=CC=C1)=O)=O)=O)=O 2-(3-chlorophenyl)-1-phenylethyl (1-((4-amino-3,4-dioxo-1-(2-oxopyrrolidin-3-yl)butan-2-yl)amino)-3-cyclohexyl-1-oxopropan-2-yl)carbamate